C(C=C)(=O)OC\C=C(\CCCC(CCCC(C)C)C)/CCCC (E)-3-butyl-7,11-dimethyldodec-2-en-1-yl acrylate